(trans)-3-[[2-[(1-hydroxy-3,3-dimethyl-2,1-benzoxaborole-5-yl)amino]-5-methyl-pyrimidin-4-yl]amino]tetrahydropyran-4-carbonitrile OB1OC(C2=C1C=CC(=C2)NC2=NC=C(C(=N2)N[C@@H]2COCC[C@H]2C#N)C)(C)C